5-((3-(2-Methoxy-6-((4-methoxybenzyl)oxy)phenyl)-1-(methylthio)-3-oxoprop-1-en-1-yl)amino)pyrazine-2-carbonitrile COC1=C(C(=CC=C1)OCC1=CC=C(C=C1)OC)C(C=C(SC)NC=1N=CC(=NC1)C#N)=O